C(C)OC(CC1=C(C(=C(C=C1)Br)F)C#N)=O.BrC1=C(C(=C(C=C1)CC(=O)O)C#N)F 2-(4-Bromo-2-cyano-3-fluorophenyl)acetic acid ethyl-2-(4-bromo-2-cyano-3-fluorophenyl)acetate